N1-(1H-pyrrolo[3,2-c]pyridin-3-yl)-N2-(2-(trifluoromethyl)-phenethyl)-oxalamide N1C=C(C=2C=NC=CC21)NC(C(=O)NCCC2=C(C=CC=C2)C(F)(F)F)=O